6-(3-cyano-4-(pyrrolidin-1-yl)phenyl)-1-(2-(4-(2-methoxyethyl)piperazin-1-yl)benzo[d]oxazol-6-yl)-4-oxo-1,4-dihydropyridine-3-carboxylic acid C(#N)C=1C=C(C=CC1N1CCCC1)C1=CC(C(=CN1C1=CC2=C(N=C(O2)N2CCN(CC2)CCOC)C=C1)C(=O)O)=O